(3S,4S)-4-allyl-3-(trichloromethyl)-3-(trimethylsiloxy)pyrrolidine-1-carboxylic acid tert-butyl ester C(C)(C)(C)OC(=O)N1C[C@]([C@H](C1)CC=C)(O[Si](C)(C)C)C(Cl)(Cl)Cl